thiacyclopentane 1,1-dioxide S1(CCCC1)(=O)=O